O.[V].[Zn] zinc vanadium water